2-hydroxy-5-chlorophenyl-boronic acid OC1=C(C=C(C=C1)Cl)B(O)O